(2S,5R)-tert-butyl 2-(4-bromophenyl)-5-methyl-3-oxopiperazine-1-carboxylate BrC1=CC=C(C=C1)[C@@H]1N(C[C@H](NC1=O)C)C(=O)OC(C)(C)C